[F-].C[SH+]SC methyl-(methylthio)sulfonium fluoride